((2R,4S,5S)-5-(phenylmethoxy)-4-hydroxytetrahydro-2H-pyran-2-yl)((S)-1-(4-fluorophenyl)-3,4-dihydroisoquinolin-2(1H)-yl)methanone C1(=CC=CC=C1)CO[C@@H]1[C@H](C[C@@H](OC1)C(=O)N1[C@H](C2=CC=CC=C2CC1)C1=CC=C(C=C1)F)O